ClC1=CC=C(OC=2C=C(CN3CC4(CC3)CCN(CC4)C(=O)N4N=C(C=C4)C(=O)O)C=CC2)C=C1 1-(2-(3-(4-chlorophenoxy)benzyl)-2,8-diazaspiro[4.5]decane-8-carbonyl)-1H-pyrazole-3-carboxylic acid